CN(C1=NC2=C(N1C(=O)[O-])C=CC=C2)C 2-(Dimethylamino)-1H-benzo[d]imidazole-1-carboxylate